4-(1-(4-chloro-2,5-difluorophenyl)piperidin-4-yl)-5-fluoro-2-methoxyaniline ClC1=CC(=C(C=C1F)N1CCC(CC1)C1=CC(=C(N)C=C1F)OC)F